C(C)(=O)O.CC1=C(C(=O)C2=CC=C3C=4C=CC(=CC4C(C3=C2)(CCCC)CCCC)C(C(CC2CCCCC2)=NO)=O)C=CC=C1 1-[7-(2-methylbenzoyl)-9,9-dibutylfluoren-2-yl]-3-cyclohexylpropane-1,2-dione-2-oxime acetate